C1(CC1)C=1C=C(C=2N(C(C=C(N2)N2CCCCC2)=O)C1)C(C)NC1=C(C(=O)OC(C)(C)C)C=CC=C1 tert-butyl 2-((1-(7-cyclopropyl-4-oxo-2-(piperidin-1-yl)-4H-pyrido[1,2-a]pyrimidin-9-yl)ethyl)amino)benzoate